C[Si](C1=CC=2N(C3=CC(=CC=C3C2C=C1)[Si](C1=CC=CC=C1)(C)C)C=1C=C(C=C(C1)C(C)(CC(C)(C)C)C)C1=CC(=CC(=C1)F)C)(C1=CC=CC=C1)C 3-(2,7-bis(dimethyl-(phenyl)silyl)-9H-carbazol-9-yl)-5'-fluoro-3'-methyl-5-(2,4,4-trimethylpentan-2-yl)-[1,1'-biphenyl]